FC(OC1=NC(=CC=C1)C)F 2-(difluoromethoxy)-6-methylpyridine